5-(N,N-dimethylsulfamoyl)-N-(4,5-dimethylthiazol-2-yl)-4-fluoro-2-(pyrrolidin-1-yl)benzamide CN(S(=O)(=O)C=1C(=CC(=C(C(=O)NC=2SC(=C(N2)C)C)C1)N1CCCC1)F)C